(S)-N-(5-(difluoromethyl)-2-(3-hydroxyazetidine-1-carbonyl)phenyl)-3-(3-fluoro-4-methylphenyl)-3-(1,2,4-thiadiazol-5-yl)pyrrolidine-1-carboxamide FC(C=1C=CC(=C(C1)NC(=O)N1C[C@@](CC1)(C1=NC=NS1)C1=CC(=C(C=C1)C)F)C(=O)N1CC(C1)O)F